(R or S)-N-(5-(2-ethoxyacetyl)-4-((2,4,5-trimethyl-4,5-dihydro-[1,2,4]triazolo[1,5-a]quinoxalin-6-yl)amino)pyridin-2-yl)cyclopropanecarboxamide C(C)OCC(=O)C=1C(=CC(=NC1)NC(=O)C1CC1)NC1=C2N([C@@H](C=3N(C2=CC=C1)N=C(N3)C)C)C |o1:22|